benzyl ((2S,3R,4R)-1-acetyl-6-bromo-2-cyclopropyl-3-methyl-1,2,3,4-tetrahydroquinolin-4-yl)carbamate C(C)(=O)N1[C@H]([C@@H]([C@H](C2=CC(=CC=C12)Br)NC(OCC1=CC=CC=C1)=O)C)C1CC1